N(=[N+]=[N-])C1=C2C(=C(N=N1)NN)N(CC2(C(F)(F)F)C)C(=O)OC(C)(C)C tert-butyl 4-azido-7-hydrazineyl-3-methyl-3-(trifluoromethyl)-2,3-dihydro-1H-pyrrolo[2,3-d]pyridazine-1-carboxylate